6-tert-Butyl-4-(4-fluoro-phenyl)-2-methoxy-nicotinonitrile C(C)(C)(C)C1=NC(=C(C#N)C(=C1)C1=CC=C(C=C1)F)OC